N-[(3R)-7-[(Z)-N'-hydroxycarbamimidoyl]-4-oxo-3,5-dihydro-2H-1,5-benzothiazepine-3-Yl]carbamic acid tert-butyl ester C(C)(C)(C)OC(N[C@H]1CSC2=C(NC1=O)C=C(C=C2)/C(/N)=N/O)=O